3-chloro-2-fluoro-4-(1-methylcyclobutoxy)aniline ClC=1C(=C(N)C=CC1OC1(CCC1)C)F